N-(1-cyanocyclopropyl)-1-(5-(difluoromethyl)-1,3,4-thiadiazol-2-yl)-4-((3R,5S)-3,5-dimethylpiperazin-1-yl)-1H-benzo[d]imidazole-6-sulfonamide C(#N)C1(CC1)NS(=O)(=O)C=1C=C(C2=C(N(C=N2)C=2SC(=NN2)C(F)F)C1)N1C[C@H](N[C@H](C1)C)C